S1C2=C(C=C1C1C(C(OC1C1=CC=C(C=C1)C)=O)=C)C=CC=C2 4-(benzo[b]thiophen-2-yl)-3-methylene-5-(p-tolyl)dihydrofuran-2(3H)-one